1-(4-bromo-3-chlorophenyl)-N-hydroxycyclopropane-1-carboxamidine BrC1=C(C=C(C=C1)C1(CC1)C(=N)NO)Cl